N5-(4-(chlorodifluoromethoxy)phenyl)-1-isopropyl-N2,N2-dimethyl-7-(1H-pyrazol-5-yl)indoline-2,5-dicarboxamide ClC(OC1=CC=C(C=C1)NC(=O)C=1C=C2CC(N(C2=C(C1)C1=CC=NN1)C(C)C)C(=O)N(C)C)(F)F